tert-butyl N-(1-pyrazin-2-yl-3-piperidyl)carbamate N1=C(C=NC=C1)N1CC(CCC1)NC(OC(C)(C)C)=O